4-[tert-butyl-(diphenyl)silyl]oxy-2-methyl-butanal C(C)(C)(C)[Si](OCCC(C=O)C)(C1=CC=CC=C1)C1=CC=CC=C1